3-(dimethylamino)butyryl chloride CN(C(CC(=O)Cl)C)C